P(=O)(OC[C@@H]1O[C@H]([C@@H]([C@H]1O)O)N1C2=NC(=NC(=C2N=C1)N)F)(O)O ((2S,3R,4R,5R)-5-(6-amino-2-fluoro-9H-purin-9-yl)-3,4-dihydroxytetrahydrofuran-2-yl)methyl dihydrogen phosphate